CC1=CC=CC(=N1)C1=NN(C=C1C1=CC=NC2=CC=CC=C12)C1=CC=CC=C1 3-(6-methylpyridin-2-yl)-N-phenyl-4-quinolin-4-ylpyrazole